N-(3-(dimethylamino)propyl)-3-((2S)-2-hydroxy-3-(8-(4-methoxy-3-methylphenylsulfonyl)-1-oxa-8-azaspiro[4.5]dec-3-ylamino)propoxy)benzenesulfonamide CN(CCCNS(=O)(=O)C1=CC(=CC=C1)OC[C@H](CNC1COC2(C1)CCN(CC2)S(=O)(=O)C2=CC(=C(C=C2)OC)C)O)C